2-chloro-5-(1-cyclopropyl-4-methyl-1H-1,2,3-triazol-5-yl)pyridine ClC1=NC=C(C=C1)C1=C(N=NN1C1CC1)C